ClC=1C(=NC=C(C1)C1=CC=C(C=C1)N1C[C@H](CC1)S(=O)(=O)C)N (S)-3-chloro-5-(4-(3-(methylsulfonyl)pyrrolidin-1-yl)phenyl)pyridin-2-amine